1,3-dimethylbenzylamine CC1(CN)CC(=CC=C1)C